N-[5-(4-chlorophenyl)-1-methyl-3-oxo-2-[3-(trifluoromethyl)pyridin-2-yl]-2,3-dihydro-1H-pyrazol-4-yl]-4-(difluoromethoxy)benzamide ClC1=CC=C(C=C1)C1=C(C(N(N1C)C1=NC=CC=C1C(F)(F)F)=O)NC(C1=CC=C(C=C1)OC(F)F)=O